ClC1=C(C=C2C(=NC=3N(C2=C1)C=NN3)N(C)C3=NC(=CN=C3)C=3C=NC(=CC3)C(F)F)F 8-chloro-N-(6-(6-(difluoromethyl)pyridin-3-yl)pyrazin-2-yl)-7-fluoro-N-methyl-[1,2,4]triazolo[4,3-a]quinazolin-5-amine